2-[4-[3-[1-(5-chloropyrimidin-2-yl)-4-piperidinyl]propoxy]-2-fluoro-phenyl]-N-(4-sulfamoylbutyl)acetamide ClC=1C=NC(=NC1)N1CCC(CC1)CCCOC1=CC(=C(C=C1)CC(=O)NCCCCS(N)(=O)=O)F